(1R,2S,5R)-1-Amino-5-(2-boronoethyl)-2-(((S)-2-((tert-butoxycarbonyl)amino)-3-(1H-indol-3-yl)propanamido)methyl)cyclohexane-1-carboxylic acid N[C@]1([C@@H](CC[C@H](C1)CCB(O)O)CNC([C@H](CC1=CNC2=CC=CC=C12)NC(=O)OC(C)(C)C)=O)C(=O)O